N-cyclohexyl-N-ethynyl-1,1,1-trifluoromethyl-methanesulfonamide C1(CCCCC1)N(S(=O)(=O)C(CF)(CF)CF)C#C